n-octyl-α-cyanoacrylate C(CCCCCCC)OC(C(=C)C#N)=O